C(C)(C)(C)OC(=O)N1[C@H]2[C@@H](N(C[C@@H]1CC2)C(=O)OCC2=CC=CC=C2)C=O (1r,2r,5s)-2-formyl-3,8-diazabicyclo[3.2.1]octane-3,8-dicarboxylic acid 3-benzyl 8-(tert-butyl) ester